((S)-(perfluorophenoxy)(phenoxy)phosphoryl)-L-phenylalanine 2-ethylbutyl ester C(C)C(COC([C@@H](N[P@](=O)(OC1=CC=CC=C1)OC1=C(C(=C(C(=C1F)F)F)F)F)CC1=CC=CC=C1)=O)CC